FC(C1=CC=C(C=N1)B(O)O)(F)F (6-(trifluoromethyl)-3-pyridinyl)boronic acid